N-(tert-butyldimethylsilyl)-N'-((1,2,3,5,6,7-hexahydrodicyclopenta[b,e]pyridin-8-yl)carbamoyl)-4-(2-hydroxypropan-2-yl)-5-methylthiophene-2-sulfonimidamide [Si](C)(C)(C(C)(C)C)NS(=O)(=NC(NC1=C2C(=NC3=C1CCC3)CCC2)=O)C=2SC(=C(C2)C(C)(C)O)C